OC[C@H]1N(CCC1)CCCC1N(C(CC1)=O)[C@H](C(=O)N1[C@@H](C[C@H](C1)OC1OCCCC1)C(=O)OC)C(C)(C)C methyl (2S,4R)-1-[(2S)-2-[2-[3-[(2S)-2-(hydroxymethyl)pyrrolidin-1-yl]propyl]-5-oxo-pyrrolidin-1-yl]-3,3-dimethyl-butanoyl]-4-tetrahydropyran-2-yloxy-pyrrolidine-2-carboxylate